1,2-dihydronaphtho[2,1-b]furan-7-ol C1C2=C(OC1)C=CC1=CC(=CC=C12)O